C(C)NC(=O)NC1=NC2=C(N1)C=CC(=C2)C2=C(C=CC(=C2)CC2=NNC(C1=CC=CC=C21)=O)OCCOC 1-Ethyl-3-(5-(2-(2-methoxyethoxy)-5-((4-oxo-3,4-dihydrophthalazin-1-yl)methyl)phenyl)-1H-benzimidazol-2-yl)urea